3,4-dihydroxytoluene OC=1C=C(C)C=CC1O